1-(7-Fluoro-6-(2-(2-methylpyridin-4-yl)imidazo[1,2-a]pyrimidin-3-yl)-2,3-dihydro-4H-benzo[b][1,4]oxazin-4-yl)ethan-1-one FC=1C(=CC2=C(OCCN2C(C)=O)C1)C1=C(N=C2N1C=CC=N2)C2=CC(=NC=C2)C